ClC=1C=NC(=C(C(=O)NC2CCC(CC2)CN2C(N(C3=C2C=CC=C3)C3=C(C=C(C=C3)OC)C#N)=O)C1)C 5-chloro-N-((1r,4r)-4-((3-(2-cyano-4-methoxyphenyl)-2-oxo-2,3-dihydro-1H-benzo[d]imidazol-1-yl)methyl)cyclohexyl)-2-methylnicotinamide